2-(4-(3-(tert-butyl-(methyl)carbamoyl)-1-(3,5-dichlorophenyl)-7-methoxy-1,4-dihydrobenzopyrano[4,3-c]pyrazol-8-yl)-3,5-dimethyl-1H-pyrazol-1-yl)acetic acid C(C)(C)(C)N(C(=O)C=1C2=C(N(N1)C1=CC(=CC(=C1)Cl)Cl)C1=C(OC2)C=C(C(=C1)C=1C(=NN(C1C)CC(=O)O)C)OC)C